OC1(CC(C1)C(=O)N1CC2(C1)C[C@H](CC2)CC2=CC(=CC=C2)C)C |r| (rac)-((1s,3s)-3-hydroxy-3-methylcyclobutyl)(6-(3-methylbenzyl)-2-azaspiro[3.4]oct-2-yl)methanone